C(C)(C)(C)OC(=O)N1CC2(C1)CC(C2)C2=CC=C1C=C(N=NC1=C2)C2=C(C=CC=C2)OCOC 6-{3-[2-(methoxymethoxy)phenyl]cinnolin-7-yl}-2-azaspiro[3.3]heptane-2-carboxylic acid tert-butyl ester